[2-[(2,4-dimethoxyphenyl)methylamino]-3-fluoro-4-pyridyl]boronic acid COC1=C(C=CC(=C1)OC)CNC1=NC=CC(=C1F)B(O)O